ClC=1C=C(C=CC1)CCN1CC(C(C1)C)COC1=CC=C(C=C1)S(=O)(=O)CCOC 1-[2-(3-chlorophenyl)ethyl]-3-{[4-(2-methoxyethane-sulfonyl)phenoxy]methyl}-4-methylpyrrolidine